3-(3-amino-4-bromo-1H-pyrazol-1-yl)-3-(cyanomethyl)azetidine-1-carboxylic acid tert-butyl ester C(C)(C)(C)OC(=O)N1CC(C1)(CC#N)N1N=C(C(=C1)Br)N